C(#N)CCNCCNCCC#N bis-N,N'-cyanoethylethylenediamine